COC=1C(=C2C=CN(C2=C(C1)C)C(=O)OC(C)(C)C)CN1[C@@H](CN(CC1)CCC(F)(F)F)C=1C=NC(=CC1)C(=O)OC.[N].[Te] |r| tellurium nitrogen Racemic-tert-butyl 5-methoxy-4-((2-(6-(methoxycarbonyl)pyridin-3-yl)-4-(3,3,3-trifluoropropyl)piperazin-1-yl)methyl)-7-methyl-1H-indole-1-carboxylate